C(C1=CC=CC=C1)O[C@@H]1[C@H](N(C[C@@H]([C@H]1OCC1=CC=CC=C1)OCC1=CC=CC=C1)C[C@@H]1CN(CC1)C1=C(C=CC=C1)C(F)(F)F)C (2R,3R,4R,5S)-3,4,5-tris(benzyloxy)-2-methyl-1-(((R)-1-(2-(trifluoromethyl)phenyl)pyrrolidin-3-yl)methyl)piperidine